O=C1C2=C(NCC3N1C=CC3)C=CC=C2 5-oxo-5,10,11,11a-tetrahydro-1H-benzo[e]pyrrolo[1,2-a][1,4]diazepin